5-Chloro-3-methyl-2-[1-methyl-5-[(3R)-1-methylpyrrolidin-3-yl]oxy-imidazo[4,5-b]pyrazin-2-yl]phenol ClC=1C=C(C(=C(C1)O)C1=NC=2C(=NC=C(N2)O[C@H]2CN(CC2)C)N1C)C